NC1=C2N=CN(C2=NC=N1)[C@@H]1O[C@@H]([C@@H]2[C@H]1OC(O2)(C)C)C(=O)NCCC#CC2=NC(=C(C=C2)F)C=NO (3aS,4S,6R,6aR)-6-(6-Amino-9H-purin-9-yl)-N-(4-(5-fluoro-6-((hydroxyimino)methyl)pyridin-2-yl)but-3-yn-1-yl)-2,2-dimethyltetrahydrofuro[3,4-d][1,3]dioxol-4-carboxamid